2,2-difluoro-N-[1-[4-[(E)-[(2-isopropylphenyl)carbamothioylhydrazono]methyl]phenyl]-3-methyl-pyrazol-4-yl]-1,3-benzodioxole-5-carboxamide FC1(OC2=C(O1)C=CC(=C2)C(=O)NC=2C(=NN(C2)C2=CC=C(C=C2)/C=N/NC(NC2=C(C=CC=C2)C(C)C)=S)C)F